COC([C@H]1N(CCC1)C(=O)C1=CC=C(C=C1)C#C)=O (4-ethynylphenylcarbonyl)-L-proline methyl ester